BrC1=CC(=C(S1)CNC(C(C)(C)C)=O)F N-((5-bromo-3-fluorothiophen-2-yl)methyl)pivalamide